(1S,4R,5S)-4-(2-((t-butoxycarbonyl)amino)-3-methoxy-3-oxopropyl)-3-oxo-2-azabicyclo[3.1.0]hexane-2-carboxylic acid tert-butyl ester C(C)(C)(C)OC(=O)N1[C@H]2C[C@H]2[C@H](C1=O)CC(C(=O)OC)NC(=O)OC(C)(C)C